4-(8,9,10,11-tetrahydro-3H-pyrrolo[3,2-a]phenanthridin-7-yl)benzene-1,3-diol C1=CNC=2C1=C1C=3CCCCC3C(=NC1=CC2)C2=C(C=C(C=C2)O)O